N,N-dioctylphenylammonium tetrakis(pentafluorophenyl)borate FC1=C(C(=C(C(=C1[B-](C1=C(C(=C(C(=C1F)F)F)F)F)(C1=C(C(=C(C(=C1F)F)F)F)F)C1=C(C(=C(C(=C1F)F)F)F)F)F)F)F)F.C(CCCCCCC)[NH+](CCCCCCCC)C1=CC=CC=C1